C[C@H]1N([C@@H](COC1)C)C(=O)C1=C(C=CC(=C1)F)C1=C2C=NN(C2=CC(=C1)C(CCC[C@H](CCC1OCCO1)C(C)C)CC)C 4-{2-[(3R,5R)-3,5-dimethylmorpholine-4-carbonyl]-4-fluorophenyl}-6-{1-[(3R)-1-(dioxolan-2-yl)-4-methylpentan-3-yl]methylpentan-3-yl}-1-methyl-1H-indazole